(1s,4s)-4-(3-amino-1-(tert-butyl)-1H-pyrazol-5-yl)-N-isopropylcyclohexane-1-carboxamide NC1=NN(C(=C1)C1CCC(CC1)C(=O)NC(C)C)C(C)(C)C